1-(2,4-difluorophenyl)-6-[3-[(3-fluorooxetan-3-yl)methyl]-3,6-diazabicyclo[3.1.1]heptan-6-yl]pyrazolo[3,4-d]pyrimidin-4-ol FC1=C(C=CC(=C1)F)N1N=CC=2C1=NC(=NC2O)N2C1CN(CC2C1)CC1(COC1)F